C(CCC)N(C1CCCCN2CCCN=C12)CCCC 6-(Dibutylamino)-1,8-diazabicyclo[5.4.0]undec-7-en